4-bromo-2-(8-methoxy-2,3-dihydrobenzo[b][1,4]dioxin-6-yl)-6-Methylpyridazin-3(2H)-one BrC=1C(N(N=C(C1)C)C1=CC2=C(OCCO2)C(=C1)OC)=O